Cl.ClC1=CC=C(C=C1)NC1C2=C(C=3N(CC1)N=NC3C)C=CC(=C2)C2CCNCC2 N-(4-chlorophenyl)-1-methyl-9-(piperidin-4-yl)-6,7-dihydro-5H-benzo[c][1,2,3]triazolo[1,5-a]azepin-7-amine hydrochloride